Allyl 2,3,4,6-tetra-O-methoxyacetyl-α-D-galactopyranoside COO[C@H]1[C@@](OCC=C)(O[C@@H]([C@@H]([C@@H]1OOC)OOC)COOC)C(C)=O